CN(C(C)(C)[C@H]1OCCN(C1)C=1C=CC(=NC1)NC=1C=CC(=C2CNC(C12)=O)C1=CN=C2N1C=CC(=C2)F)C (S)-7-((5-(2-(2-(dimethylamino)-propan-2-yl)morpholino)pyridin-2-yl)amino)-4-(7-fluoroimidazo[1,2-a]pyridin-3-yl)isoindolin-1-one